NCCCN(CCCCN(CCCN)CCCN)CCCN N,N,N',N'-tetra(3-aminopropyl)-1,4-butylenediamine